(S)-2-((1-(5-(3-isopropylphenyl)-1,3,4-oxadiazol-2-yl)ethyl)carbamoyl)-4-methoxypyridin-3-yl acetate C(C)(=O)OC=1C(=NC=CC1OC)C(N[C@@H](C)C=1OC(=NN1)C1=CC(=CC=C1)C(C)C)=O